(1S,3R,4S)-2-((3-chloro-2-methylphenyl)glycyl)-5,5-difluoro-N-((R,E)-4-fluoro-4-(methylsulfonyl)-1-((R)-2-oxopyrrolidin-3-yl)but-3-en-2-yl)-2-azabicyclo[2.2.2]octane-3-carboxamide ClC=1C(=C(C=CC1)NCC(=O)N1[C@@H]2CC([C@H]([C@@H]1C(=O)N[C@H](C[C@@H]1C(NCC1)=O)\C=C(\S(=O)(=O)C)/F)CC2)(F)F)C